Benzyl 4-(2,2-dichloro-3-oxocyclobutyl)piperidine-1-carboxylate ClC1(C(CC1=O)C1CCN(CC1)C(=O)OCC1=CC=CC=C1)Cl